FC=1C=C(C=CC1)C1(OC(=C(C1=O)O[Si](C)(C)C)N)C 2-(3-fluorophenyl)-2-methyl-4-trimethylsiloxy-5-amino-3(2H)-furanone